ethyldimethylammonium C(C)[NH+](C)C